(S)-2-[6-chloro-2-(1-ethyl-1H-pyrazole-4-carbonyl)-1,2,3,4-tetrahydro-isoquinoline-8-yl]pyrrolidine-1-carboxylate ClC=1C=C2CCN(CC2=C(C1)[C@H]1N(CCC1)C(=O)[O-])C(=O)C=1C=NN(C1)CC